NC1=C(C=C(C=C1)CCCNC1=NC=2N(C(=N1)N)N=C(N2)C=2OC=CC2)F N5-(3-(4-amino-3-fluorophenyl)propyl)-2-(furan-2-yl)-[1,2,4]triazolo[1,5-a][1,3,5]triazine-5,7-diamine